CC1=C(C=CC(=N1)NC(=O)C1CC1)N1CCN(CC1)C N-(6-methyl-5-(4-methylpiperazin-1-yl)pyridin-2-yl)cyclopropanecarboxamide